C1C(CC2=CC=CC=C12)NC1=NC=C(C=N1)C1=NOC2(CN(C2)C(=O)C2=CC3=C(NC(O3)=O)C=C2)C1 6-(7-(2-((2,3-dihydro-1H-inden-2-yl)amino)pyrimidin-5-yl)-5-oxa-2,6-diazaspiro[3.4]oct-6-ene-2-carbonyl)benzo[d]oxazol-2(3H)-one